undecylundecyl[(Z)-non-2-enyl] 8-[3-[2-[2-[2-(2-methylsulfonyloxyethoxy)ethoxy]ethoxy]ethoxy]-2-[8-[(Z)-non-2-enoxy]-8-oxo-octoxy] propoxy]octanoate CS(=O)(=O)OCCOCCOCCOCCOCC(COCCCCCCCC(=O)OC\C=C/CCCCCCC(CCCCCCCCCC)CCCCCCCCCCC)OCCCCCCCC(=O)OC\C=C/CCCCCC